C(C)(C)(C)OC(=O)N1C=CC2=C(C(=CC(=C12)C)F)Br 4-bromo-5-fluoro-7-methyl-1H-indole-1-carboxylic acid tert-butyl ester